1-(5'H,7'H-spiro[oxetane-3,4'-thieno[2,3-c]pyran]-7'-yl)-N-methylmethanamine S1C=CC2=C1C(OCC21COC1)CNC